(6aR,7R,10aS)-9-cyano-4-methoxy-7,10a-dimethyl-2-(3-methylpyridin-4-yl)-5,6a,7,10a-tetrahydrobenzo[H]quinazolin-8(6H)-one C(#N)C1=C[C@@]2([C@H](CCC=3C(=NC(=NC23)C2=C(C=NC=C2)C)OC)[C@H](C1=O)C)C